(2R,3R)-2-(2,5-difluorophenyl)-3-((pyridin-4-ylmethyl)disulfanyl)-1-(1H-1,2,4-triazol-1-yl)butan-2-ol FC1=C(C=C(C=C1)F)[C@@](CN1N=CN=C1)([C@@H](C)SSCC1=CC=NC=C1)O